1-(4-(6-(1-methyl-1H-pyrazol-4-yl)pyrazolo[1,5-a]pyrazin-4-yl)benzyl)-4-neopentylpiperazin-2-one CN1N=CC(=C1)C=1N=C(C=2N(C1)N=CC2)C2=CC=C(CN1C(CN(CC1)CC(C)(C)C)=O)C=C2